O1CC[C@H](C2=CC=CC=C12)NC(=O)[C@@H]1CC[C@H]2N1C([C@H](CN(CC2)C(C(C)(C)F)=O)NC([C@H](C)N(C(OC(C)(C)C)=O)C)=O)=O tert-butyl ((S)-1-(((5S,8S,10aR)-8-(((R)-chroman-4-yl)carbamoyl)-3-(2-fluoro-2-methylpropanoyl)-6-oxodecahydropyrrolo[1,2-a][1,5]diazocin-5-yl)amino)-1-oxopropan-2-yl)(methyl)carbamate